5-(TRIFLUOROMETHYL)THIOPHENE-2-BORONIC ACID FC(C1=CC=C(S1)B(O)O)(F)F